C(C)(C)NC1CCC(CC1)N N-isopropyl-1,4-diaminocyclohexane